4-amino-7-chloro-N-(cyclopropylmethyl)-N-((5-(trifluoromethyl)pyridin-2-yl)methyl)imidazo[1,5-a]quinoxaline-8-carboxamide NC=1C=2N(C3=CC(=C(C=C3N1)Cl)C(=O)N(CC1=NC=C(C=C1)C(F)(F)F)CC1CC1)C=NC2